OC1(CCN(CC1)C=1OC(=CN1)C1=CC=CC=C1)CN1C=NC=2C(C1=O)=NN(C2C=2C=C1CCC(C1=CC2)NC)C 6-((4-hydroxy-1-(5-phenyloxazol-2-yl)piperidin-4-yl)methyl)-2-methyl-3-(1-(methylamino)-2,3-dihydro-1H-inden-5-yl)-2H-pyrazolo[4,3-d]pyrimidin-7(6H)-one